CC1=CC=C(C=C1)C1=CC=C(C=C1)C(N)=S 4'-methylbiphenyl-4-thiocarboxamide